(E)-3-(4-((E)-2-cyclopropyl-1-(4-fluoro-1H-indazol-5-yl)-2-phenylvinyl)phenyl)acrylic acid C1(CC1)\C(=C(/C=1C(=C2C=NNC2=CC1)F)\C1=CC=C(C=C1)/C=C/C(=O)O)\C1=CC=CC=C1